6-(2,5-diazaspiro[3.4]octan-5-yl)nicotinonitrile C1NCC12N(CCC2)C2=NC=C(C#N)C=C2